4-amino-6-(3-cyclohexylprop-1-yn-1-yl)-N-(4-(methoxymethyl)phenyl)-7-(1-methylcyclopropyl)-7H-pyrrolo[2,3-d]pyrimidine-5-carboxamide NC=1C2=C(N=CN1)N(C(=C2C(=O)NC2=CC=C(C=C2)COC)C#CCC2CCCCC2)C2(CC2)C